rac-N-[(2,4-dimethoxyphenyl)methyl]-N-(6-[hydroxy(1,3-oxazol-2-yl)methyl]-4-methoxy-1,2-benzoxazol-3-yl)-2,6-dimethoxybenzene-1-sulfonamide COC1=C(C=CC(=C1)OC)CN(S(=O)(=O)C1=C(C=CC=C1OC)OC)C1=NOC2=C1C(=CC(=C2)[C@H](C=2OC=CN2)O)OC |r|